FC=1C=C(C=NC1)N1CC2(CC2C1)C#CC1=NC=CC=N1 3-(5-fluoropyridin-3-yl)-1-(pyrimidin-2-ylethynyl)-3-azabicyclo[3.1.0]hexane